NC1=NC(=CC(=N1)C(=O)O)C1=C(C=CC(=C1)F)O 2-amino-6-(5-fluoro-2-hydroxyphenyl)pyrimidine-4-carboxylic acid